FC1=CC=C(CC=2OCCN2)C=C1 2-(4-fluorobenzyl)-4,5-dihydrooxazole